(1S,2R,4aS,6aS,6bR,8aR,16aR,16bR,18bS)-benzyl 1,2,6a,6b,9,9,16a-heptamethyl-15-phenoxy-1,2,3,4,4a,5,6,6a,6b,7,8,8a,9,16,16a,16b,17,18b-octadecahydrochryseno[1,2-b]acridin-4a-Carboxylat C[C@H]1[C@@H](CC[C@@]2(CC[C@]3([C@@]4(CC[C@@H]5[C@](CC6=C(C7=CC=CC=C7N=C6C5(C)C)OC5=CC=CC=C5)([C@H]4CC=C3[C@H]12)C)C)C)C(=O)OCC1=CC=CC=C1)C